BrC=1SC=2C(NC[C@@H](N3C2C1OCC3)CO)=O (R)-2-bromo-6-(hydroxymethyl)-4,5,7,8-tetrahydro-3-oxa-1-thia-5a,8-diazabenzo[cd]azulen-9(6H)-one